dimethyl-perfluoroethyl-silicon C[Si](C(C(F)(F)F)(F)F)C